C(C1=CC=CC=C1)OC(C[C@H](CO)NC(=O)OC(C)(C)C)=O (R)-3-((tert-butoxycarbonyl)amino)-4-hydroxybutyric acid benzyl ester